ClC=1N=C(C(=NC1)N)C1=C(C=C(C=C1)Cl)F 5-chloro-3-(4-chloro-2-fluoro-phenyl)pyrazin-2-amine